C(C)(C)(C)OC(=O)NC=1C=CC=2N(C1)C=C(N2)C(=O)OCC ethyl 6-((tert-butoxycarbonyl)amino)imidazo[1,2-a]pyridine-2-carboxylate